(S)-1-(5-chloro-6-(4-(oxazol-2-yl)-1H-pyrazol-1-yl)pyridin-3-yl)-3-(2-chloro-7-(1-methoxyethyl)pyrazolo[1,5-a]pyrimidin-6-yl)urea ClC=1C=C(C=NC1N1N=CC(=C1)C=1OC=CN1)NC(=O)NC=1C=NC=2N(C1[C@H](C)OC)N=C(C2)Cl